N-(2-chloro-4-(1,2,3,6-tetrahydropyridin-4-yl)phenyl)-3-fluoro-4-(1,2,3,6-tetrahydropyridin-4-yl)benzamide bistrifluoroacetic acid salt FC(C(=O)O)(F)F.FC(C(=O)O)(F)F.ClC1=C(C=CC(=C1)C=1CCNCC1)NC(C1=CC(=C(C=C1)C=1CCNCC1)F)=O